3-(4-nitrophenyl)-3,8-diazabicyclo[3.2.1]octane-8-carboxylic acid tert-butyl ester C(C)(C)(C)OC(=O)N1C2CN(CC1CC2)C2=CC=C(C=C2)[N+](=O)[O-]